FC(C=1C=C(C=C(C1)C(F)(F)F)C1=NN(C=N1)/C=C(/C(=O)NOC)\C=1C=NC=NC1)(F)F (E)-3-(3-(3,5-bis(trifluoromethyl)phenyl)-1H-1,2,4-triazol-1-yl)-N-methoxy-2-(pyrimidin-5-yl)acrylamide